(9S)-7-(4-chlorophenyl)-9-(2-methoxyethyl)-4,5,13-trimethyl-3-thia-1,8,11,12-tetrazatricyclo[8.3.0.02,6]trideca-2(6),4,7,10,12-pentaene ClC1=CC=C(C=C1)C=1C=2C(=C(SC2N2C(=NN=C2[C@@H](N1)CCOC)C)C)C